S-hexyl-glutathione tert-butyl-9-[4-[(2,6-dioxo-3-piperidyl)amino]phenyl]-3,9-diazaspiro[5.5]undecane-3-carboxylate C(C)(C)(C)C1CN(CCC12CCN(CC2)C2=CC=C(C=C2)NC2C(NC(CC2)=O)=O)C(=O)O.C(CCCCC)SC[C@H](NC(CC[C@H](N)C(=O)O)=O)C(=O)NCC(=O)O